2-((1r,4r)-4-hydroxycyclohexylamino)-4-(phenylamino)pyrimidine-5-carboxamide OC1CCC(CC1)NC1=NC=C(C(=N1)NC1=CC=CC=C1)C(=O)N